triethylene glycol-bis-(2-ethyl butanoate) C(C)C(C(=O)OCCOCCOCCOC(C(CC)CC)=O)CC